2-cyclobutyl-6-(1-methyl-5-(((tetrahydro-2H-pyran-2-yl)oxy)methyl)-1H-1,2,3-Triazol-4-yl)pyridin-3-ol C1(CCC1)C1=NC(=CC=C1O)C=1N=NN(C1COC1OCCCC1)C